C(C)OCC(C)O Propylene Glycol MonoEthyl ether